butylpyrrolate C(CCC)OC(=O)C=1NC=CC1